4-[2-(dimethylamino)ethoxy]-3-(trifluoromethyl)benzoyl chloride CN(CCOC1=C(C=C(C(=O)Cl)C=C1)C(F)(F)F)C